C(C1=CC=CC=C1)OC=1C2=C(N=C(N1)SC)N(C1=C2C=CN=C1C1=C2C=NNC2=CC2=C1C(=C(C=C2)F)C#C[Si](C(C)C)(C(C)C)C(C)C)C 4-(benzyloxy)-8-(6-fluoro-5-((triisopropylsilyl)ethynyl)-1H-benzo[f]indazol-4-yl)-9-methyl-2-(methylthio)-9H-pyrido[4',3':4,5]pyrrolo[2,3-d]pyrimidine